BrC1=C(C=C2C(=NC(=NC2=C1F)F)N1C[C@@](CCC1)(O)C)Cl (R)-1-(7-Bromo-6-chloro-2,8-difluoro-4-quinazolinyl)-3-methyl-3-piperidinol